6-(4-cyclopropyl-6-(difluoromethoxy)pyrimidin-5-yl)-1-(tetrahydro-2H-pyran-2-yl)-1H-pyrazolo[3,4-d]pyrimidine C1(CC1)C1=NC=NC(=C1C1=NC=C2C(=N1)N(N=C2)C2OCCCC2)OC(F)F